5-(3,3-difluorocyclobutyl)-1,3,4-oxadiazole FC1(CC(C1)C1=NN=CO1)F